3-((4-(4-(dimethoxymethyl)piperidin-1-yl)-3-fluorophenyl)amino)-1-methylpiperidine-2,6-dione COC(C1CCN(CC1)C1=C(C=C(C=C1)NC1C(N(C(CC1)=O)C)=O)F)OC